CN1C[C@@H](CC[C@H]1C(F)(F)F)C12CC(CC(CC1)N2)C(=O)N ((3R,6S)-1-methyl-6-(trifluoromethyl)piperidin-3-yl)-8-azabicyclo[3.2.1]octane-3-carboxamide